O[C@@H](C(=O)NC(C(N[C@@H](C[C@H]1C(NCC1)=O)C(COC(F)(F)F)=O)=O)CC1(CC1)C)CC (2R)-2-hydroxy-N-(3-(1-methylcyclopropyl)-1-oxo-1-(((S)-3-oxo-1-((S)-2-oxopyrrolidin-3-yl)-4-(trifluoromethoxy)butan-2-yl)amino)propan-2-yl)butanamide